propylenebisstearic acid amide C(C(C)CCCCCCCCCCCCCCCCCC(=O)N)CCCCCCCCCCCCCCCCCC(=O)N